C(C)(C)(C)OC(=O)N1C[C@@H](NCC1)CC(=O)OCC (S)-3-(2-ethoxy-2-oxoethyl)piperazine-1-carboxylic acid tert-butyl ester